N-[(4,5-dichloro-3-fluoro-2-hydroxyphenyl)([1-[(4R)-2,2-dimethyl-1,3-dioxolane-4-carbonyl]piperidin-4-yl])methyl]-2-methylpropane-2-sulfinamide ClC1=C(C(=C(C=C1Cl)C(NS(=O)C(C)(C)C)C1CCN(CC1)C(=O)[C@@H]1OC(OC1)(C)C)O)F